tert-butyl (1R,5S,6r)-6-((E)-(hydroxyimino)methyl)-3-azabicyclo[3.1.0]hexane-3-carboxylate O\N=C\C1[C@H]2CN(C[C@@H]12)C(=O)OC(C)(C)C